5-benzyl-N-(4-(2,5-dimethoxyphenyl)pyridin-2-yl)-4H-1,2,4-triazole-3-carboxamide C(C1=CC=CC=C1)C=1NC(=NN1)C(=O)NC1=NC=CC(=C1)C1=C(C=CC(=C1)OC)OC